1-(6-((4-(6-(1H-pyrazol-1-yl)-2-(trifluoromethyl)pyridin-3-yl)piperazin-1-yl)methyl)-5-fluoropyrimidin-4-yl)-3-ethylurea N1(N=CC=C1)C1=CC=C(C(=N1)C(F)(F)F)N1CCN(CC1)CC1=C(C(=NC=N1)NC(=O)NCC)F